C(CCCCC\C=C/C=C/CC)CC(=O)O.N1=C(C=CC2=CC=C3C=CC=NC3=C12)C=1C2=CC=CC=C2C(=C2C=CC=CC12)C1=NC2=C3N=CC=CC3=CC=C2C=C1 9,10-bis(1,10-phenanthroline-2-yl)anthracene (Z,E)-7,9-Dodecadienyl-acetate